4,4'-bis(Dimethylamino)benzophenone CN(C1=CC=C(C(=O)C2=CC=C(C=C2)N(C)C)C=C1)C